4-amino-1-carboxy-methyl-piperidine NC1CC(N(CC1)C(=O)O)C